CN(C1CCC(CC1)C(=O)O)C 4-(dimethylamino)cyclohexanecarboxylic acid